OC1=CC=C(C=C1)C(CN1CC2C(C1)CC(C2)CCC2=CC=CC=C2)=O 1-(4-hydroxyphenyl)-2-(5-phenethyl-hexahydrocyclopenta[c]pyrrol-2(1H)-yl)ethanone